6-(2-(2-fluoro-2-methylpropoxy)pyrimidin-5-yl)-2-((5-fluoropyridin-3-yl)methyl)pyridazin-3(2H)-one FC(COC1=NC=C(C=N1)C=1C=CC(N(N1)CC=1C=NC=C(C1)F)=O)(C)C